N[C@@H]1[C@H](CCCC1)NC=1C=C2CN(C(C2=CC1)=O)N1C(CCCC1=O)=O (5-(((1S,2S)-2-aminocyclohexyl)amino)-1-oxoisoindolin-2-yl)piperidine-2,6-dione